NC1=NC=2C=C(C(=CC2C2=C1COC2)C(=O)N([C@@H]2COC1=C2C=CC(=C1)C#CC1=CN=C2N1CCCC2)C)F (S)-4-amino-7-fluoro-N-methyl-N-(6-((5,6,7,8-tetrahydroimidazo[1,2-a]pyridin-3-yl)ethynyl)-2,3-dihydrobenzofuran-3-yl)-1,3-dihydrofuro[3,4-c]quinoline-8-carboxamide